Carbon phosphorus nitrogen [N].[P].[C]